5,6-dihydro-4H-1,3-thiazin-2-amine S1C(=NCCC1)N